C(C)(C)(C)NCCCN N-(tert-butyl)propane-1,3-diamine